FC1(CCC(CC1)N1N=C(C2=C1SC(=C2)C(=O)NC2CCC(CC2)N2CCN(CC2)CC(F)F)C)F 1-(4,4-difluorocyclohexyl)-N-((1r,4r)-4-(4-(2,2-difluoroethyl)piperazin-1-yl)cyclohexyl)-3-methyl-1H-thieno[2,3-c]pyrazole-5-carboxamide